(S)-6-(ethylamino)-N-(4-fluoro-3-(1-((1-methyl-1H-pyrazolo[3,4-b]pyrazin-6-yl)amino)ethyl)phenyl)-5-methylnicotinamide C(C)NC1=NC=C(C(=O)NC2=CC(=C(C=C2)F)[C@H](C)NC2=CN=C3C(=N2)N(N=C3)C)C=C1C